C(C)C1CC(C2=CC=CC=3C=C(N1C32)C3=NC2=C(N3C)C(=CC(=C2)C(=O)OC)F)=O methyl 2-(11-ethyl-9-oxo-1-azatricyclo[6.3.1.04,12]dodeca-2,4(12),5,7-tetraen-2-yl)-7-fluoro-1-methyl-benzimidazole-5-carboxylate